(S)-4-((2-methoxyethyl)(4-(5,6,7,8-tetrahydro-1,8-naphthyridin-2-yl)butyl)amino)-2-(quinazolin-4-ylamino)butanoic acid phosphate P(=O)(O)(O)O.COCCN(CC[C@@H](C(=O)O)NC1=NC=NC2=CC=CC=C12)CCCCC1=NC=2NCCCC2C=C1